OCCNC1=CC(=NC(=C1)SC)C1=CN(C2=CN=C(C=C21)NC(C)=O)C N-(3-(4-((2-hydroxyethyl)amino)-6-(methylthio)pyridin-2-yl)-1-methyl-1H-pyrrolo[2,3-c]pyridin-5-yl)acetamide